(S,E)-1-(3-((4-amino-5-(4-phenoxyphenyl)-7-(tetrahydrofuran-3-yl)-7H-pyrrolo[2,3-d]pyrimidin-6-yl)ethynyl)azetidin-1-yl)-4-(dimethylamino)but-2-en-1-one NC=1C2=C(N=CN1)N(C(=C2C2=CC=C(C=C2)OC2=CC=CC=C2)C#CC2CN(C2)C(\C=C\CN(C)C)=O)[C@@H]2COCC2